OC1=C(C(=O)O)C=CC(=C1)[C@H]1N(CCN(C1)CCC(F)(F)F)CC1=C2C=CNC2=C(C=C1OC)C 2-hydroxy-4-((2R)-1-((5-methoxy-7-methyl-1H-indol-4-yl)methyl)-4-(3,3,3-trifluoropropyl)piperazin-2-yl)benzoic acid